5-amino-2,3-difluoro-4-hydroxybenzoic acid methyl ester COC(C1=C(C(=C(C(=C1)N)O)F)F)=O